5-(pyridin-2-yl)pyrimidin-2-ol N1=C(C=CC=C1)C=1C=NC(=NC1)O